Methyl (S)-3-(4-chlorophenyl)-2-(2-(1-(3-(3-fluorophenyl)propanoyl)piperidin-4-yl)acetamido)propanoate ClC1=CC=C(C=C1)C[C@@H](C(=O)OC)NC(CC1CCN(CC1)C(CCC1=CC(=CC=C1)F)=O)=O